1-tert-Butyl-3-methyl-(-)-trans-4-benzylpyrrolidine C(C)(C)(C)N1C[C@H]([C@@H](C1)CC1=CC=CC=C1)C